{3-[6-(3-ethoxyazetidin-1-yl)-5-fluoropyridin-3-yl]-2-fluorophenyl}methanol C(C)OC1CN(C1)C1=C(C=C(C=N1)C=1C(=C(C=CC1)CO)F)F